ammonium m-toluate C1(=CC(=CC=C1)C(=O)[O-])C.[NH4+]